2-(4-(3-(3-chlorophenyl)-1,2,4-oxadiazol-5-yl)piperidin-1-yl)-5-methyl-8-nitro-6-(trifluoromethyl)-4H-benzo[e][1,3]thiazin-4-one ClC=1C=C(C=CC1)C1=NOC(=N1)C1CCN(CC1)C=1SC2=C(C(N1)=O)C(=C(C=C2[N+](=O)[O-])C(F)(F)F)C